FC=1C=C(C=CC1NC=1N=CC2=C(N1)N1C(C(=C2)C=2N=CSC2)=NCC1)N1CCN(CC1)C(=O)OC(C)(C)C tert-butyl 4-(3-fluoro-4-((6-(thiazol-4-yl)-8,9-dihydroimidazo[1',2':1,6]pyrido[2,3-d]pyrimidin-2-yl)amino)phenyl)piperazine-1-carboxylate